(S)-Methyl 2-(3-((5-((1-(4-(tert-butyl)phenyl)ethyl)carbamoyl)-2,3-dimethyl-1H-indol-1-yl)methyl)phenoxy)-2-methylpropanoate C(C)(C)(C)C1=CC=C(C=C1)[C@H](C)NC(=O)C=1C=C2C(=C(N(C2=CC1)CC=1C=C(OC(C(=O)OC)(C)C)C=CC1)C)C